CN(C)CC1OCCN(C1)C1=NC=C2C(=N1)N(N=C2C=2C(=C(C(=C(C2)C(F)(F)F)F)O)F)C 3-(6-(2-((Dimethylamino)methyl)morpholino)-1-methyl-1H-pyrazolo[3,4-d]pyrimidin-3-yl)-2,6-difluoro-5-(trifluoromethyl)phenol